C(#N)C1(CCC1)[C@H](C1=CC=2N(N=C1)C=C(N2)[C@H](C2CCC(CC2)(F)F)NC(OC(C)(C)C)=O)NCC(CN2C(C1=CC=CC=C1C2=O)=O)(F)F tert-butyl ((S)-(7-((S)-(1-cyanocyclobutyl)((3-(1,3-dioxoisoindolin-2-yl)-2,2-difluoropropyl)amino)methyl)imidazo[1,2-b]pyridazin-2-yl)(4,4-difluorocyclohexyl)methyl)carbamate